Naphthalic acid C1=CC2=C(C(=C1)C(=O)O)C(=CC=C2)C(=O)O